FC1=C(C=CC=C1F)[C@H]1N(CC2(CC2)C1)C=1C(=NC=CN1)C(=O)N[C@H](C)\C=C\S(=O)(=O)C ((S)-6-(2,3-Difluorophenyl)-5-azaspiro[2.4]heptan-5-yl)-N-((R,E)-4-(methylsulfonyl)but-3-en-2-yl)pyrazine-2-carboxamide